tert-butyl (S)-(1-((4-(3,5-dimethylpyridin-4-yl)-3-fluorophenyl)amino)-1-oxo-3,3-diphenylpropan-2-yl)carbamate CC=1C=NC=C(C1C1=C(C=C(C=C1)NC([C@H](C(C1=CC=CC=C1)C1=CC=CC=C1)NC(OC(C)(C)C)=O)=O)F)C